6-bromo-3-(2-methyl-1,6-naphthyridin-8-yl)thieno[3,2-d]pyrimidine-2,4(1H,3H)-dione BrC1=CC=2NC(N(C(C2S1)=O)C=1C=NC=C2C=CC(=NC12)C)=O